tert-Butyl 3-(3-bromophenylsulfonyl)propyl(methyl)carbamate BrC=1C=C(C=CC1)S(=O)(=O)CCCN(C(OC(C)(C)C)=O)C